3-((4-(4-chlorobenzoyl)piperazin-1-yl)sulfonyl)-8-((2-methoxyethoxy)carbonyl)-3,8-diazabicyclo[3.2.1]octane-2-carboxylic acid ClC1=CC=C(C(=O)N2CCN(CC2)S(=O)(=O)N2C(C3CCC(C2)N3C(=O)OCCOC)C(=O)O)C=C1